FC(S(=O)(=O)N1C[C@@H](C[C@H](C1)O)NC(CC1=NC=C2C=CC(=NC2=C1)C1=NC(=CC=C1)N1C[C@@H](O[C@@H](C1)C)C)=O)F N-((3R,5R)-1-((difluoromethyl)sulfonyl)-5-hydroxypiperidin-3-yl)-2-(2-(6-((cis)-2,6-dimethylmorpholino)pyridin-2-yl)-1,6-naphthyridin-7-yl)acetamide